CC1=CC=2N(N=C1N1CC=3C=C(C=NC3CC1)C=1N=NC=CC1)C(C=CN2)=O 8-methyl-7-(3-(pyridazin-3-yl)-7,8-dihydro-1,6-naphthyridin-6(5H)-yl)-4H-pyrimido[1,2-b]pyridazin-4-one